BrC1=C2CC(CC2=CC=C1)NC=1C=CC(=NC1)[C@@H](C(F)(F)F)N(C(=O)C1CCS(CC1)(=O)=O)C N-((1S)-1-(5-((4-bromo-2,3-dihydro-1H-inden-2-yl)amino)pyridin-2-yl)-2,2,2-trifluoroethyl)-N-methyltetrahydro-2H-thiopyran-4-carboxamide 1,1-dioxide